C(C)OC(=O)C1=CC=C2C=NC=NC2=C1 quinazoline-7-carboxylic acid ethyl ester